C(C)(C)(C)OC(=O)N[C@H](CC(=O)O)CC1=C(C=C(C(=C1)F)F)F (S)-3-((tert-butoxycarbonyl)amino)-4-(2,4,5-trifluorophenyl)butyric acid